C(#N)N1CC=2N=C(N=C(C2C1)C=1C=NN(C1)C)NC(C)=O N-(6-cyano-4-(1-methyl-1H-pyrazol-4-yl)-6,7-dihydro-5H-pyrrolo[3,4-d]pyrimidin-2-yl)acetamide